ClC1=CC(=C(COC2=CC=CC(=N2)C2=CC(=C(CC3=NC4=C(N3[C@@H]3COCC3(C)C)C=C(C=C4)C(=O)O)C=C2F)F)C=C1)F (S)-2-(4-(6-((4-chloro-2-fluorobenzyl)oxy)pyridin-2-yl)-2,5-difluorobenzyl)-1-(4,4-dimethyltetrahydrofuran-3-yl)-1H-benzo[d]imidazole-6-carboxylic acid